2-(2,6-dioxo-3-piperidyl)-5-(5-hydroxypent-1-ynyl)isoindoline-1,3-dione O=C1NC(CCC1N1C(C2=CC=C(C=C2C1=O)C#CCCCO)=O)=O